FC(CN1N=C(N=C1)C=1C(=CC(=C(C1)NC(=O)C=1C=NN2C1C=CC(=C2)C)C)C)F N-[5-[1-(2,2-Difluoroethyl)-1,2,4-triazol-3-yl]-2,4-dimethylphenyl]-6-methylpyrazolo[1,5-a]pyridine-3-carboxamide